[6-(3-cyclopropyl-1,2,4-triazol-1-yl)-2-azaspiro[3.3]heptan-2-yl]-[6-[[2-(trifluoromethyl)oxazol-4-yl]methyl]-2,6-diazaspiro[3.3]heptan-2-yl]methanone C1(CC1)C1=NN(C=N1)C1CC2(CN(C2)C(=O)N2CC3(C2)CN(C3)CC=3N=C(OC3)C(F)(F)F)C1